CC1N(CCC1)C1=NC=C(C=C1)[N+](=O)[O-] 2-(2-methylpyrrolidin-1-yl)-5-nitropyridine